N-(3-methoxy-5-(pyrimidin-5-yl)pyrazin-2-yl)-5-methyl-3-phenylisoxazole-4-carboxamide COC=1C(=NC=C(N1)C=1C=NC=NC1)NC(=O)C=1C(=NOC1C)C1=CC=CC=C1